COC1=C(C=CC(=C1)S(=O)(=O)C)NCC#CC1=C(C2=C(S1)C(=CC=C2)NC2CC1CCC(C2)N1C(=O)OC(C)(C)C)CC(F)(F)F tert-butyl 3-((2-(3-((2-methoxy-4-(methylsulfonyl)phenyl)amino)prop-1-yn-1-yl)-3-(2,2,2-trifluoroethyl) benzo[b]thiophen-7-yl)amino)-8-azabicyclo[3.2.1]octane-8-carboxylate